2-((4-(cyclooctyloxy)-2-methylene-4-oxobutanoyl)oxy)acetic acid C1(CCCCCCC1)OC(CC(C(=O)OCC(=O)O)=C)=O